1-chloro-4-phenylbenzene ClC1=CC=C(C=C1)C1=CC=CC=C1